8-((1S,4S)-2,5-diazabicyclo[2.2.1]heptan-2-yl)-4-(5-(difluoromethyl)-1,3,4-thiadiazol-2-yl)-2-methyl-N-(1-methylcyclopropyl)quinazoline-6-sulfonamide [C@@H]12N(C[C@@H](NC1)C2)C=2C=C(C=C1C(=NC(=NC21)C)C=2SC(=NN2)C(F)F)S(=O)(=O)NC2(CC2)C